[Cl-].[Cl-].C(CCC)C1(C=CC=C1)[Zr+2]C1(C=CC=C1)CCCC di(n-butyl-cyclopentadienyl)zirconium dichloride